6-chloro-1-(((R)-4-(methylsulfonyl)butan-2-yl)oxy)-2,7-naphthyridine ClC=1C=C2C=CN=C(C2=CN1)O[C@H](C)CCS(=O)(=O)C